FC(S(=O)(=O)OC=1C2=C(N=C(N1)SC)CC(OC2)C2=CC=CC1=CC=CC(=C21)C)(F)F 7-(8-methylnaphthalen-1-yl)-2-(methylthio)-7,8-dihydro-5H-pyrano[4,3-d]pyrimidin-4-yl trifluoromethanesulfonate